cyclopropyl-3-methyl-pyrazole-4-carboxylic acid C1(CC1)C1=C(C(=NN1)C)C(=O)O